C(C1=CC=CC=C1)(=O)C=1C(N(C(C1O)=O)C=1SC(=C(N1)C)C(=O)OCC)C1=CC=C(C=C1)OC ethyl 2-[3-benzoyl-4-hydroxy-2-(4-methoxy phenyl)-5-oxo-2,5-dihydro-1H-pyrrol-1-yl]-4-methyl-1,3-thiazole-5-carboxylate